F[B-](F)(F)F.[Rh+].C12=CC=C(CC1)C2 (norbornadiene) rhodium (I) tetrafluoroborate